3-((4,4-bis(octyloxy)butanoyl)oxy)-2-((((1-ethylazetidin-3-yl)(methyl)-carbamoyl)oxy)methyl)propyl (9Z,12Z)-octadeca-9,12-dienoate C(CCCCCCC\C=C/C\C=C/CCCCC)(=O)OCC(COC(CCC(OCCCCCCCC)OCCCCCCCC)=O)COC(N(C)C1CN(C1)CC)=O